COC(=O)C=1N(C(C(C1C(=O)OC)(C)C)=O)C1=C(C=CC=C1)OC 1-(2-methoxyphenyl)-4,4-dimethyl-5-oxo-4,5-dihydro-1H-pyrrole-2,3-dicarboxylic acid dimethyl ester